eicosanyl alpha-chloroacrylate ClC(C(=O)OCCCCCCCCCCCCCCCCCCCC)=C